FC=1C(=C(C=CC1)NC(\C=C\C1=CC=C2C=NNC2=C1C)=O)C (2E)-N-(3-fluoro-2-methylphenyl)-3-(7-methyl-1H-indazol-6-yl)prop-2-enamide